2-benzyl-4-fluoro-N-(8-fluoro-3-quinolyl)-2-methyl-pent-4-enamide C(C1=CC=CC=C1)C(C(=O)NC=1C=NC2=C(C=CC=C2C1)F)(CC(=C)F)C